C(C)(C)N(C1=NC(=NC(=C1C)NC1=NNC(=C1)C)SC)C N4-isopropyl-N4,5-dimethyl-N6-(5-methyl-1H-pyrazol-3-yl)-2-(methylthio)pyrimidine-4,6-diamine